N=1C=CN2C1C(=CC=C2)CN[C@@H]2CC[C@@H]1[C@@H](OCCN1CC1=CC3=C(N(C(N3C)=O)C)C=C1)C2 5-(((4aR,7R,8aS)-7-((Imidazo[1,2-a]pyridin-8-ylmethyl)amino)octahydro-4H-benzo[b][1,4]oxazin-4-yl)methyl)-1,3-dimethyl-1,3-dihydro-2H-benzo[d]imidazol-2-one